(R)-1-(8,9-difluoro-6-((2-hydroxyethyl)amino)-1,4-dihydro-2H-pyrano[3,4-c]isoquinolin-1-yl)-3-(3-(difluoromethyl)-4-fluorophenyl)-1-methylurea FC=1C(=CC=2C3=C(N=C(C2C1)NCCO)COC[C@@H]3N(C(=O)NC3=CC(=C(C=C3)F)C(F)F)C)F